((2S,4r,5r)-2-((S)-1-(4-fluorophenyl)-1,2,3,4-tetrahydroisoquinoline-2-carbonyl)-5-hydroxytetrahydro-2H-pyran-4-yl)carbamic acid tert-butyl ester C(C)(C)(C)OC(N[C@@H]1C[C@H](OC[C@@H]1O)C(=O)N1[C@H](C2=CC=CC=C2CC1)C1=CC=C(C=C1)F)=O